[3,5-difluoro-4-({7-[2-(methyl-amino)ethoxy]quinolin-4-yl}oxy)phenyl]-6-fluoropyridine-3-carboxamide FC=1C=C(C=C(C1OC1=CC=NC2=CC(=CC=C12)OCCNC)F)C1=NC(=CC=C1C(=O)N)F